C(N)(=O)C1=C(NC(CCC(=O)O)=O)C=CC=C1C 4-(2-carbamoyl-3-methyl-anilino)-4-oxo-butyric acid